dimethyloctadecyl(3-trimethoxysilyl-propyl)-ammonium chloride [Cl-].C[N+](CCC[Si](OC)(OC)OC)(CCCCCCCCCCCCCCCCCC)C